FC1(CC(C1)NC1=NN2C(C=N1)=C(C=C2)C=2C=CC=1N(C2)C(=CN1)C(=O)N1CCCC1)F (6-(2-((3,3-difluorocyclobutyl)amino)pyrrolo[2,1-f][1,2,4]triazin-5-yl)imidazo[1,2-a]pyridin-3-yl)(pyrrolidin-1-yl)methanone